IC(C(=O)[O-])(O)CO 2-iodo-glycerate